C(#N)C=1C=NN2C1C(=CC(=C2)OCC(C)(C)O)C=2C=CC(=NC2)N2CCC(CC2)(C(=O)NCC2CCOCC2)C 1-(5-(3-cyano-6-(2-hydroxy-2-methylpropoxy)pyrazolo[1,5-a]pyridin-4-yl)pyridin-2-yl)-4-methyl-N-((tetrahydro-2H-pyran-4-yl)methyl)piperidine-4-carboxamide